4-(((3S,4R)-1-((2-chloro-4-cyanophenyl)sulfonyl)-4-hydroxy-4-((S)-1-hydroxyethyl)pyrrolidin-3-yl)oxy)-2-fluorobenzonitrile ClC1=C(C=CC(=C1)C#N)S(=O)(=O)N1C[C@@H]([C@@](C1)([C@H](C)O)O)OC1=CC(=C(C#N)C=C1)F